CN(CCO)CCO 2,2'-(methylazanediyl)bis(ethane-1-ol)